[6-[[2-ethyl-5-(trifluoromethyl)pyrazol-3-yl]methyl]-2,6-diazaspiro[3.3]heptan-2-yl]-[6-[3-(trifluoromethyl)-1,2,4-triazol-1-yl]-2-azaspiro[3.3]heptan-2-yl]methanone C(C)N1N=C(C=C1CN1CC2(CN(C2)C(=O)N2CC3(C2)CC(C3)N3N=C(N=C3)C(F)(F)F)C1)C(F)(F)F